8-methyl-tetracyclo[4.4.0.12,5.17,10]Dodec-3-ene CC1C2C3C4C=CC(C3C(C1)C2)C4